(2-(Aminomethyl)-5-ethynylphenyl)dimethylphosphine oxide NCC1=C(C=C(C=C1)C#C)P(C)(C)=O